O=C1C(=C(C=NN1)N[C@@H](CCCN1C(C2=CC=C(C=C2C=C1)C1=NC=C(C=C1)C(F)(F)F)=O)C)C(F)(F)F 2-[(4R)-4-[[6-oxo-5-(trifluoromethyl)-1H-pyridazin-4-yl]amino]pentyl]-6-[5-(trifluoromethyl)-2-pyridyl]isoquinolin-1-one